2-((2-bromophenoxy)methyl)oxirane BrC1=C(OCC2OC2)C=CC=C1